CC1=CC=CC=2C3=CC=C(C=C3C=CC12)C 1,7-dimethylphenanthrene